(1r,2R,3r,8S)-methyl 4-(2-(ethoxycarbonyl)-3-(3-fluoro-2-methylphenyl)acryloyl)cubane-1-carboxylate C(C)OC(=O)C(C(=O)C12C3C4C5(C(C14)C2C53)C(=O)OC)=CC5=C(C(=CC=C5)F)C